4-bromo-3,5-dicyclohexylmethyl-1-methyl-1H-pyrazole BrC=1C(=NN(C1CC1CCCCC1)C)CC1CCCCC1